6-hydroxyoxatetralin OC=1C=C2CCCOC2=CC1